OC1CN(CC1C(C)C)C(=O)OCC1=CC=CC=C1 benzyl 3-hydroxy-4-isopropylpyrrolidine-1-carboxylate